C(#N)C(C(=O)NC([O-])=O)/N=N/C1=CC(=C(C(=C1)Br)OC1=CC=C2C(=N1)C(=CN2S(=O)(=O)CC2=CC=CC=C2)C(C)C)Br (E)-(2-cyano-2-((3,5-dibromo-4-((3-isopropyl-1-toluenesulfonyl-1H-pyrrolo[3,2-b]pyridin-5-yl)oxy)phenyl)azo)acetyl)carbamate